C1CCNC(C1)CCOCCO 2-(2-(piperidyl)ethoxy)ethanol